C(CCCCCCCCCCCCCCCC)(=O)N[C@@H]([C@@H](C)CC)C(=O)O N-margaroyl-isoleucine